4-(5-{[(5-Chlorothiophen-2-yl)methyl]amino}-1-(2,2-dimethylpropanoyl)-1H-pyrazol-3-yl)-N,N-dimethylpiperidin-1-sulfonamid ClC1=CC=C(S1)CNC1=CC(=NN1C(C(C)(C)C)=O)C1CCN(CC1)S(=O)(=O)N(C)C